5-fluoro-2-methoxy-benzoic acid methyl ester COC(C1=C(C=CC(=C1)F)OC)=O